(trifluoromethyl)isoquinolin-1-amine FC(F)(F)C=1N=C(C2=CC=CC=C2C1)N